COC(=O)C1=CC(=NC2=CC=C(C=C12)F)C1=CC=2N(C=C1)N=C(N2)N(C(=O)OC(C)(C)C)C(=O)OC(C)(C)C.FC(CC[SiH](N([Si](C)(C)C)C)CCC(F)(F)F)(F)F bis(trifluoropropyl)tetramethyl-disilazane methyl-2-((bis-Boc-amino)-[1,2,4]triazolo[1,5-a]pyridin-7-yl)-6-fluoroquinoline-4-carboxylate